C(CC)OC(NC1=C(C=C(C=C1C)NCC=1C(=NC(=NC1)C1=CC=CC=C1)C)C)=O {2,6-Dimethyl-4-[(4-methyl-2-phenyl-pyrimidin-5-ylmethyl)-amino]-phenyl}-carbamic acid propyl ester